ClC1=CC=C(C=C1)N1C(N=C(C1)N1CCOCC1)=O 1-(4-Chlorophenyl)-4-(4-morpholinyl)-2,5-dihydro-1H-imidazol-2-on